COCC=1C(=CC(=NC1)C=C)B(O)O (5-(methoxymethyl)-2-vinylpyridin-4-yl)boronic acid